S(=O)(=O)=C([C@@H]1[C@H]([C@@H]([C@@H]([C@H](O1)S)O)O)O)O sulfonyl-α-D-mannopyranosyl-sulfan